6-(3-Chloro-6-cyano-2-fluorophenyl)-3-methyl-N-(1-((S or R)-1-(6-methyl-5-((1R,5S)-2-oxo-3-azabicyclo[3.1.0]hexan-3-yl)pyrazin-2-yl)ethyl)-1H-pyrazol-4-yl)pyrazine-2-carboxamide ClC=1C(=C(C(=CC1)C#N)C1=CN=C(C(=N1)C(=O)NC=1C=NN(C1)[C@@H](C)C1=NC(=C(N=C1)N1C([C@@H]2C[C@@H]2C1)=O)C)C)F |o1:23|